ClC1=NC=C(C(=N1)NC1=C(C=C(C=C1)C)N(C(C)=O)C)Cl N-(2-((2,5-dichloropyrimidin-4-yl)amino)-5-methylphenyl)-N-methylacetamide